C[SiH2]CC(C=C)C methyl-(2-methyl-3-buten-1-yl)silane